ClC(CS(=O)(=O)O)CO 2-chloro-3-hydroxypropanesulfonic acid